C(#N)C=1CC2=CC=CC=C2C1 2-cyano-indene